OSO Hydroxysulfide